4H-cyclopenta[d]thiazol-4-ol S1C=NC2=C1C=CC2O